(S)-3-(4-(2-bromo-7-methoxy-3,4-dihydronaphthalen-1-yl)phenoxy)pyrrolidine hydrochloride Cl.BrC1=C(C2=CC(=CC=C2CC1)OC)C1=CC=C(O[C@@H]2CNCC2)C=C1